BrC=1C=C(N(N1)CC)C(=O)NC1=C(C=C(C=C1C)Cl)C(N)=O 5-bromo-N-(2-carbamoyl-4-chloro-6-methyl-phenyl)-2-ethyl-pyrazole-3-carboxamide